2,5-dioxo-5,6,7,8-tetrahydro-2H-chromene-3-carboxylic acid methyl ester COC(=O)C=1C(OC=2CCCC(C2C1)=O)=O